C(C)OC(=O)C1=CC(=NN1)C1=C(C=CC=C1)F.NC=1SCC2(N1)C(OCC1=CC=C(C=C12)NS(=O)(=O)C1=CC=CC=C1)C N-(2'-amino-3-methyl-5'H-spiro[isochroman-4,4'-thiazol]-6-yl)benzenesulfonamide Ethyl-3-(2-fluorophenyl)-1H-pyrazole-5-carboxylate